C1(CC1)CNC1=NC(=NC(=N1)NCCC)NCC#C N-Cyclopropylmethyl-N'-propyl-N''-prop-2-ynyl-[1,3,5]triazine-2,4,6-triamine